1-(5-(2-fluorophenyl)-2-(piperidin-3-yl)-2H-indazol-3-yl)ethane-1,2-diamine FC1=C(C=CC=C1)C1=CC2=C(N(N=C2C=C1)C1CNCCC1)C(CN)N